C(C)(C)(C)OC(=O)N1[C@H]2CN([C@@H](C1)C2)CC2CCN(CC2)C(=O)OCC2=CC=CC=C2 tert-butyl-(1R,4R)-5-((1-((benzyloxy) carbonyl) piperidin-4-yl) methyl)-2,5-diazabicyclo[2.2.1]heptane-2-carboxylate